8-methyl-N-[(4-hydroxy-3-methoxyphenyl)-methyl]-(trans)-6-nonenyl-amide CC(/C=C/CCCCC[N-]CC1=CC(=C(C=C1)O)OC)C